2-(2-(5-(4-(diphenylamino)phenyl)thiophen-2-yl)vinyl)-10-methylacridan-10-ium C1(=CC=CC=C1)N(C1=CC=C(C=C1)C1=CC=C(S1)C=CC1=CC=2CC3=CC=CC=C3[NH+](C2C=C1)C)C1=CC=CC=C1